BrC=1C=C(C=CC1OC)C1=NC(=CC=C1)C1=CC(=C(C(=C1)OC)OC)OC 2-(3-bromo-4-methoxyphenyl)-6-(3,4,5-trimethoxyphenyl)pyridine